OCC1CC=2C=CC=C(C2C1)C#N 2-(hydroxymethyl)-2,3-dihydro-1H-inden-4-carbonitrile